pentoxylactic acid C(CCCC)OC(C(=O)O)(O)C